[Li].FC1=C(C(=C(C(=N1)F)F)F)F pentafluoropyridine, lithium salt